N,N-diethyl-4-[[3-(4-methoxyphenyl)imidazo[1,2-a]pyrazin-8-yl]amino]benzamide C(C)N(C(C1=CC=C(C=C1)NC=1C=2N(C=CN1)C(=CN2)C2=CC=C(C=C2)OC)=O)CC